tert-butyl 6-(7-methyl-1,4-dioxo-1,4-dihydrofuro[3,4-c]pyridin-5(3H)-yl)-2-azaspiro[3.3]heptane-2-carboxylate CC=1C2=C(C(N(C1)C1CC3(CN(C3)C(=O)OC(C)(C)C)C1)=O)COC2=O